5-formyl-4-methoxy-2-phenyl-1-[[4-[2-(methoxycarbonylsulfonamido)-5-isobutyl-3-thienyl]phenyl]methyl]imidazole C(=O)C1=C(N=C(N1CC1=CC=C(C=C1)C1=C(SC(=C1)CC(C)C)NS(=O)(=O)C(=O)OC)C1=CC=CC=C1)OC